BrC1(N=NN=N1)C(=O)[O-].C(C)[N+](CC)(CC)CC tetraethylammonium 5-bromotetrazolate